IC=1C(=C(C(=CC1)C1=CC(=NC=C1)C(F)(F)F)S(=O)(=O)N)C 3-iodo-2-methyl-6-(trifluoromethylpyridin-4-yl)benzenesulfonamide